2-methylbenzene-1,4-diyl bis{4-[4-(acryloyloxy)butoxy]-2,5-dimethylbenzoate} 2-methylbenzene-1,4-diyl-bis{4-[4-(acryloyl-oxy)butoxy]benzoate} CC1=C(C=CC(=C1)C1=C(C(=O)O)C=CC(=C1)OCCCCOC(C=C)=O)C1=C(C(=O)O)C=CC(=C1)OCCCCOC(C=C)=O.C(C=C)(=O)OCCCCOC1=CC(=C(C(=O)OC2=C(C=C(C=C2)OC(C2=C(C=C(C(=C2)C)OCCCCOC(C=C)=O)C)=O)C)C=C1C)C